1-(9-ethyl-6-morpholino-8-(pyridin-4-yl)-9H-purin-2-yl)-N-methoxy-N-methyl-5-phenyl-1H-pyrazole-3-carboxamide C(C)N1C2=NC(=NC(=C2N=C1C1=CC=NC=C1)N1CCOCC1)N1N=C(C=C1C1=CC=CC=C1)C(=O)N(C)OC